4-hydroxy-5-methoxy-2-(thiophen-3-yl)isophthalonitrile OC1=C(C(=C(C#N)C=C1OC)C1=CSC=C1)C#N